C(N)(=N)C1=C(C=CC=C1)C1=CC=C(C=C1)C(=O)N1[C@@H](CC[C@@H]1C1=C(C=CC=C1)Cl)C(=O)O (2S,5R)-1-(2'-carbamimidoyl-[1,1'-biphenyl]-4-carbonyl)-5-(2-chlorophenyl)pyrrolidine-2-carboxylic acid